tert-butyl 3-bromo-2-cyano-5,6-dihydroimidazo[1,2-a]pyrazine-7(8H)-carboxylate BrC1=C(N=C2N1CCN(C2)C(=O)OC(C)(C)C)C#N